CC(CC=O)CC 3-methyl-1-pentanal